butyl (2-hydroxyethyl)carbamate OCCNC(OCCCC)=O